NC1=NC(=C(C(=N1)NCC1CCCC1)C(=O)OCC)C=1OC=CC1 ethyl 2-amino-4-(cyclopentylmethylamino)-6-(2-furyl)pyrimidine-5-carboxylate